((5-(3-fluorophenyl)-1-((4-methoxyphenyl)sulfonyl)-1H-pyrrol-3-yl)methyl)methane-d3-amine FC=1C=C(C=CC1)C1=CC(=CN1S(=O)(=O)C1=CC=C(C=C1)OC)CNC([2H])([2H])[2H]